C1(CC1)C1=CC(=NN1)NC(CC1=NN(C=C1)C=1SC=C(N1)C)=O N-(5-cyclopropyl-1H-pyrazol-3-yl)-2-[1-(4-methyl-1,3-thiazol-2-yl)-1H-pyrazol-3-yl]acetamide